ClC1=C(C=CC(=C1)C(F)(F)F)C1=CC=CC=C1 chloro-4-trifluoromethyl-1,1'-biphenyl